COC(=O)CC=1C(NC(N([C@H]2[C@H](O)[C@H](O)[C@@H](CO)O2)C1)=S)=O 5-methoxy-carbonylmethyl-2-thio-uridine